(R)-2-(6-(bis(2-methoxyethyl)amino)-5-cyano-3-morpholinylpyrazine-2-carboxamido)succinic acid COCCN(C1=C(N=C(C(=N1)C(=O)N[C@@H](C(=O)O)CC(=O)O)N1CCOCC1)C#N)CCOC